NCCN1C2=C(C=3C=C(C=CC13)NC1=CC(=C(C=C1)Cl)Cl)C=NC=C2 5-(2-Aminoethyl)-N-(3,4-dichlorophenyl)-5H-pyrido[4,3-b]indol-8-amine